C(C(C)C)C1=CC=C(C=C1)C(=O)OC(CO)CO 2-(4-isobutylphenyl)formyloxy-1,3-propanediol